C12CNCC(CC1)N2C=2SC=1CN(CCC1N2)C(=O)C2=C(C=CC=C2)C(C)(F)F (2-(3,8-diazabicyclo[3.2.1]octan-8-yl)-6,7-dihydrothiazolo[5,4-c]pyridin-5(4H)-yl)(2-(1,1-difluoroethyl)phenyl)methanone